C(C(C)C)N1[C@H](CN(CC1)CC1=CC=2N(C=C1)N=C(C2N2C(NC(CC2)=O)=O)C)C (S)-1-(5-((4-isobutyl-3-methylpiperazin-1-yl)methyl)-2-methylpyrazolo[1,5-a]pyridin-3-yl)dihydropyrimidine-2,4(1H,3H)-dione